(methylamino)propanol CNC(CC)O